Ethyl 1-(5-iodo-6-(5,5,5-trifluoropentyl)pyrazin-2-yl)piperidine-4-carboxylate IC=1N=CC(=NC1CCCCC(F)(F)F)N1CCC(CC1)C(=O)OCC